C(C)(=O)NC1=NC=CC(=C1)C1=C(N=C(N1COCC[Si](C)(C)C)SC)C=1C=CC(=C(C1)NC(C1=CC(=CC(=C1)F)F)=O)F N-(5-(5-(2-acetamidopyridin-4-yl)-2-(methylthio)-1-((2-(trimethylsilyl)ethoxy)methyl)-1H-imidazol-4-yl)-2-fluorophenyl)-3,5-difluorobenzamide